N-[(4-(5-nitropyridin-2-yloxy)phenyl)thiocarbamoyl]furan-2-carboxamide [N+](=O)([O-])C=1C=CC(=NC1)OC1=CC=C(C=C1)NC(=S)NC(=O)C=1OC=CC1